Cl.C1(CC1)OC([C@@H](N)C)=O L-alanine cyclopropyl ester HCl salt